2-chloro-4-isocyanato-3-methoxy-1-methylbenzene ClC1=C(C=CC(=C1OC)N=C=O)C